tert-butyl 4-(1-((6-fluoro-2,7-dimethyl-2H-indazol-5-yl)carbamoyl)-2,3-dihydro-1H-pyrrolo[2,3-b]pyridin-4-yl)-2,2-dimethylpiperazine-1-carboxylate FC=1C(=CC2=CN(N=C2C1C)C)NC(=O)N1CCC=2C1=NC=CC2N2CC(N(CC2)C(=O)OC(C)(C)C)(C)C